ClC=1N=C(C2=C(N1)CC[S@]2=O)NC2CCS(CC2)(=O)=O (R)-4-((2-chloro-5-oxido-6,7-dihydrothieno[3,2-d]pyrimidin-4-yl)amino)tetrahydro-2H-thiopyran 1,1-dioxide